C1=C(C=CC=2SC3=C(C21)C=CC=C3)N dibenzo[b,d]Thiophene-2-amine